tert-Butyl (S)-(1-(((6-((tert-butoxycarbonyl)amino)-2-methylpyridin-3-yl)methyl)amino)-1-oxopropan-2-yl)carbamate C(C)(C)(C)OC(=O)NC1=CC=C(C(=N1)C)CNC([C@H](C)NC(OC(C)(C)C)=O)=O